[2H]C(C(=O)N)([2H])[2H] tri-deutero-acetamide